4-{5-[(1S,2S)-2-fluorocyclopropyl]-1,2,4-oxadiazol-3-yl}-4-methylpiperidine-1-carboxamide F[C@@H]1[C@@H](C1)C1=NC(=NO1)C1(CCN(CC1)C(=O)N)C